6-chloro-1-(tetrahydro-2H-pyran-2-yl)-1H-indazole ClC1=CC=C2C=NN(C2=C1)C1OCCCC1